butenoic acid imine C(C=CC)(O)=N